N1C=C(C2=CC=CC=C12)C1=CCN(CC1)C(=O)OC(C)(C)C Tert-butyl 4-(1H-indol-3-yl)-5,6-dihydropyridine-1(2H)-carboxylate